N1(CCCCCC1)C1=C(N=CC(=N1)NC(=O)C1CC1)C(=O)N1CCN(CC1)CCC N-[6-(azepan-1-yl)-5-(4-propylpiperazine-1-carbonyl)pyrazin-2-yl]cyclopropanecarboxamide